[Ru]=O ruthenium Oxide